cyclopropyl-2-ethyl-5-iodobenzoic acid C1(CC1)C=1C(=C(C(=O)O)C=C(C1)I)CC